Cl.C(#N)C=1C=C(C=CC1F)NN 3-Cyano-4-fluorophenylhydrazine hydrochloride